tert-butyl formate (tert-butyl formate) C(C)(C)(C)C(=O)O.C(=O)OC(C)(C)C